ClC=1C=CC2=C(N=C(O2)C2CC3(CC(C3)N3C(C=CC=C3)S(=O)(=O)C3CC3)C2)C1 N-[6-(5-chloro-1,3-benzoxazol-2-yl)spiro[3.3]heptan-2-yl]-2-cyclopropylsulfonyl-pyridine